C1(=CC=CC=C1)C(C1=CC=CC=C1)=NC(C#N)CC=1SC(=CC1F)C=1C=CC2=C(N(C(O2)=O)C)C1 2-[(diphenylmethylidene)amino]-3-[3-fluoro-5-(3-methyl-2-oxo-1,3-benzoxazol-5-yl)thiophen-2-yl]propanenitrile